[I-].C(CCCCC)OC=1C(=NSN1)C1=CCC[N+](C1)(C)C(C1=CC=CC=C1)OC(CC1=C(C=CC=C1)OC(C(C)C)=O)=O 5-(4-(Hexyloxy)-1,2,5-thiadiazol-3-yl)-1-((2-(2-(isobutyryloxy)phenyl)acetoxy)(phenyl)methyl)-1-methyl-1,2,3,6-tetrahydropyridin-1-ium iodide